(5-(methylsulfonyl)-1,4,5,6,7,8-hexahydropyrazolo[4,3-c]azepin-3-yl)(4-(2-(trifluoromethyl)phenyl)piperidin-1-yl)methanone CS(=O)(=O)N1CC2=C(CCC1)NN=C2C(=O)N2CCC(CC2)C2=C(C=CC=C2)C(F)(F)F